COC1=CC(=CC=2NC(=NC21)C2=C(C=1C(NC2=O)=CN(N1)CC)N[C@@H](C)C1=NC=CC=N1)OC (S)-6-(4,6-dimethoxy-1H-benzo[d]imidazol-2-yl)-2-ethyl-7-((1-(pyrimidin-2-yl)ethyl)amino)-2H-pyrazolo[4,3-b]pyridin-5(4H)-one